(3aR,6aR)-3a-methyl-2-((1-methyl-2-oxabicyclo[2.1.1]hexan-4-yl)methyl)-5-((2-methyl-6-(trifluoromethyl)pyridin-3-yl)sulfonyl)octahydropyrrolo[3,4-c]pyrrole C[C@]12[C@@H](CN(C1)S(=O)(=O)C=1C(=NC(=CC1)C(F)(F)F)C)CN(C2)CC21COC(C2)(C1)C